1-(6-methoxy-3-nitropyridin-2-yl)-N1,N2,N2-Trimethylethane-1,2-diamine COC1=CC=C(C(=N1)C(CN(C)C)NC)[N+](=O)[O-]